1,3-Bis(Aminomethyl)-4,5-Dimethoxybenzene NCC1=CC(=C(C(=C1)OC)OC)CN